ClC=1C(=NC(=NC1)NC1CCOCC1)C1=CC=C2CN(C(C2=C1)=O)CC(=O)N[C@H](CO)C1=CC=CC=C1 2-(6-{5-chloro-2-[(oxacyclohex-4-yl)amino]pyrimidin-4-yl}-1-oxo-2,3-dihydro-1H-isoindol-2-yl)-N-[(1S)-2-hydroxy-1-phenylethyl]acetamide